C(#N)CNC(=O)C1(CCCCC1)NC(C1=CC=C(C=C1)N1CCN(CC1)C)=O N-[1-(Cyanomethyl-carbamoyl)-cyclohexyl]-4-(4-methyl-piperazin-1-yl)-benzamide